N-(1-(2-(2-fluoroethoxy)ethyl)-3-(pyridin-2-yl)-1H-pyrazol-4-yl)-2-(1H-pyrazol-4-yl)thiazole-4-carboxamide formate C(=O)O.FCCOCCN1N=C(C(=C1)NC(=O)C=1N=C(SC1)C=1C=NNC1)C1=NC=CC=C1